ethyl (1S,5S,6R)-3-(((trifluoromethyl)sulfonyl)oxy)bicyclo[3.1.0]hex-2-ene-6-carboxylate FC(S(=O)(=O)OC1=C[C@H]2[C@@H]([C@H]2C1)C(=O)OCC)(F)F